(R)-6-(benzyloxy)-2,5,7,8-tetramethyl-2-((3E,7E)-4,8,12-trimethyltridecane-3,7,11-trien-1-yl)chromane C(C1=CC=CC=C1)OC=1C(=C2CC[C@](OC2=C(C1C)C)(CC\C=C(\CC\C=C(\CCC=C(C)C)/C)/C)C)C